N1(CCOCC1)C1=NC(=NC(=N1)C=1SC(=CC1)CN1CCOCC1)C1=CC=C(C=C1)NC(=O)NC1=CC=NC=C1 1-(4-(4-morpholinyl-6-(5-(morpholinomethyl)thiophen-2-yl)-1,3,5-triazin-2-yl)phenyl)-3-(pyridin-4-yl)urea